S(=O)(=O)([O-])SSSS(=O)(=O)[O-].C(=C)C1=CC=C(C[N+](C)(C)CCCCCCCCCC)C=C1.C(=C)C1=CC=C(C[N+](C)(C)CCCCCCCCCC)C=C1 Bis(N-(4-vinylbenzyl)-N-decyl-N,N-dimethylammonium) pentathionate